C(C)(C)(C)OC(=O)N1CCC(CCC1)OCC1=CC=CC=C1.OCC1(CCOCC1)NC(=O)C1=C(OC2=C1C=C(C=C2)OCC=2C(=NC=CC2)C(=O)N)C 3-(((3-((4-(hydroxymethyl)tetrahydro-2H-pyran-4-yl)carbamoyl)-2-methylbenzofuran-5-yl)oxy)methyl)picolinamide Tert-Butyl-4-(BenzylOxy)Azepane-1-Carboxylate